O1CN[C@@H]2[C@H]1CC=1C=CC=CC12 (3aS-cis)-(-)-3,3a,8,8a-tetrahydro-2H-indeno[1,2-d]oxazole